ethyl 2,5-dimethoxyphenylacetate COC1=C(C=C(C=C1)OC)CC(=O)OCC